1-bromo-7,7-dimethoxy-1,3-heptadiene BrC=CC=CCCC(OC)OC